FC1(CCN(CC1)C=1C=2N(C=C(N1)NC(C1=C(C=C(C=C1)[N+](=O)[O-])N1CCC3(CC3)CC1)=O)N=C(N2)C)F N-(8-(4,4-difluoropiperidin-1-yl)-2-methyl-[1,2,4]triazolo[1,5-a]pyrazin-6-yl)-4-nitro-2-(6-azaspiro[2.5]oct-6-yl)benzamide